CC=1C=C(C=CC1O)C(CCCCCCCCCCCCCCCC)C1=CC(=C(C=C1)O)C 1,1-bis(3-methyl-4-hydroxyphenyl)heptadecane